CN(C)CC1(CCC1)NC(=O)C1=C(OC2=C1C=C(C=C2)OCC2=C(N=CS2)C)C N-(1-((dimethylamino)methyl)cyclobutyl)-2-methyl-5-((4-methylthiazol-5-yl)methoxy)benzo-furan-3-carboxamide